(((1-(2-cyclopropyl-5-(trifluoromethyl) benzyl) piperidin-4-yl) methyl) amino) benzoate C(C1=CC=CC=C1)(=O)ONCC1CCN(CC1)CC1=C(C=CC(=C1)C(F)(F)F)C1CC1